COC1CN(C1)C(=O)C=1N=C(NC1C)C1=NC=CC(=C1)C=1C=NC=C(C1)N1CCOCC1 2'-{4-[(3-Methoxyazetidin-1-yl)carbonyl]-5-methyl-1H-imidazol-2-yl}-5-morpholin-4-yl-3,4'-bipyridine